CC1=C(C(C(C(=C1C(=O)C1=CC=CC=C1)C)C)(N)N)C tetramethyl-4,4-diaminobenzophenone